C1(CC1)C(=O)NC1=NC=C(C(=O)NC([2H])([2H])[2H])C(=C1)NC1=NC=CC=2C=3C(CN(C12)C)=CN(N3)C 6-(cyclopropanecarboxamido)-4-((2,5-dimethyl-4,5-dihydro-2H-pyrazolo[4,3-c][1,7]naphthyridin-6-yl)amino)-N-(methyl-d3)nicotinamide